methyl 3-(dibenzylamino)-5-fluorobenzoate C(C1=CC=CC=C1)N(C=1C=C(C(=O)OC)C=C(C1)F)CC1=CC=CC=C1